N7-(6,7-dihydro-5H-cyclopenta[b]pyridin-6-yl)-2-(trideuteriomethoxymethyl)pyrazolo[1,5-a]pyrimidine-3,7-dicarboxamide N1=C2C(=CC=C1)CC(C2)NC(=O)C2=CC=NC=1N2N=C(C1C(=O)N)COC([2H])([2H])[2H]